fluorenyl-acetic acid C1(=CC=CC=2C3=CC=CC=C3CC12)CC(=O)O